C[C@]12CC(C[C@](CC1)(N2)C)N(C2=CC=C(N=N2)C2=CC(=C(C=C2O)/C=C/C(=O)N(C)C)F)C (E)-3-(4-(6-(((1R,3s,5S)-1,5-dimethyl-8-azabicyclo[3.2.1]octan-3-yl)(methyl)amino)pyridazin-3-yl)-2-fluoro-5-hydroxyphenyl)-N,N-dimethylacrylamide